COC=1C=C(CNCC)C=CC1 N-(3-methoxybenzyl)ethan-1-amine